(R)-N-(5-(2-(2,5-difluorophenyl)pyrrolidin-1-yl)pyrazolo[1,5-a]pyrimidin-3-yl)-N2,N2-dimethyloxalamide FC1=C(C=C(C=C1)F)[C@@H]1N(CCC1)C1=NC=2N(C=C1)N=CC2NC(C(=O)N(C)C)=O